5-chloro-6-methoxy-1,2,3,4-tetrahydroisoquinoline-3-carboxylic acid methyl ester COC(=O)C1NCC2=CC=C(C(=C2C1)Cl)OC